ClC1=CC=C(C=C1)NC(=O)N1CC2(C1)CCC(CC2)C2=CC=NC1=CC=C(C=C21)F N-(4-chlorophenyl)-7-(6-fluoroquinoline-4-yl)-2-azaspiro[3.5]nonane-2-carboxamide